C(C1=CC=CC=C1)N(CCO)CC=1C(=NC=CC1)Cl 2-(Benzyl-((2-chloropyridin-3-yl)methyl)amino)ethanol